(±)-trans-N-[8-amino-6-(1-methylpyrrolo[2,3-b]pyridin-4-yl)-3-isoquinolyl]-2-cyano-cyclopropanecarboxamide NC=1C=C(C=C2C=C(N=CC12)NC(=O)[C@H]1[C@@H](C1)C#N)C1=C2C(=NC=C1)N(C=C2)C |r|